6-(5-methyl-4-(2-oxo-2,3-dihydrobenzo[d]oxazol-5-ylamino)pyrimidin-2-ylamino)-2H-benzo[b][1,4]oxazin-3(4H)-one CC=1C(=NC(=NC1)NC1=CC2=C(OCC(N2)=O)C=C1)NC=1C=CC2=C(NC(O2)=O)C1